ClC=1C=C(CCNCC(=O)O)C=CC1 2-[(3-chlorophenethyl)amino]acetic acid